C(C)(C)(C)OC(=O)N1[C@@H](C[C@H](CC1)NC(=O)OCC1=CC=CC=C1)CC#N (2S,4S)-4-(((benzyloxy)carbonyl)amino)-2-(cyanomethyl)piperidine-1-carboxylic acid tert-butyl ester